rel-1-(5-(difluoromethyl)-1,3,4-thiadiazol-2-yl)-N-(1-methylcyclopropyl)-4-((6R,9aR)-6-methylhexahydropyrazino[2,1-c][1,4]oxazin-8(1H)-yl)-1H-benzo[d]imidazole-6-sulfonamide FC(C1=NN=C(S1)N1C=NC2=C1C=C(C=C2N2C[C@@H]1COCCN1[C@@H](C2)C)S(=O)(=O)NC2(CC2)C)F |o1:18,24|